[(2R)-1-(8-bromo-4-{[(5-phenyl-4H-1,2,4-triazol-3-yl)methyl]amino}pyrazolo[1,5-a][1,3,5]triazin-2-yl)piperidin-2-yl]methanol BrC=1C=NN2C1N=C(N=C2NCC2=NN=C(N2)C2=CC=CC=C2)N2[C@H](CCCC2)CO